3-(4-((4-(2-(((1R,2S,4S)-bicyclo[2.2.1]heptan-2-yl)amino)ethyl)benzyl)thio)-1-oxoisoindolin-2-yl)piperidine-2,6-dione [C@@H]12[C@H](C[C@@H](CC1)C2)NCCC2=CC=C(CSC1=C3CN(C(C3=CC=C1)=O)C1C(NC(CC1)=O)=O)C=C2